(2,4,6-trimethylbenzoyl)-(ethoxy)-phenylphosphine oxide CC1=C(C(=O)P(C2=CC=CC=C2)(OCC)=O)C(=CC(=C1)C)C